C(C)S(=O)(C)=NC1=CC(=NC=C1)N1N=CN=C1[C@H](C)NC(C1=CC(=CC(=C1)C(F)(F)F)C(F)(F)F)=O N-((1S)-1-(1-(4-((ethyl(methyl)(oxo)-λ6-sulfaneylidene)amino)pyridin-2-yl)-1H-1,2,4-triazol-5-yl)ethyl)-3,5-bis(trifluoromethyl)benzamide